4-bromo-3-(2-(dimethylamino)ethoxy)-N-(6-(4-(5-methyl-1,2,4-oxadiazol-3-yl)-2-(trifluoromethyl)phenyl)pyridin-3-yl)benzamide BrC1=C(C=C(C(=O)NC=2C=NC(=CC2)C2=C(C=C(C=C2)C2=NOC(=N2)C)C(F)(F)F)C=C1)OCCN(C)C